IRON CHROMIUM ALUMINUM [Al].[Cr].[Fe]